5-[4-amino-5-(trifluoromethyl)pyrrolo[2,1-f][1,2,4]triazin-7-yl]-N-[(3R,4S)-1-(4,4-difluorocyclohexanecarbonyl)-4-fluoropyrrolidin-3-yl]-2-(trifluoromethyl)benzamide NC1=NC=NN2C1=C(C=C2C=2C=CC(=C(C(=O)N[C@@H]1CN(C[C@@H]1F)C(=O)C1CCC(CC1)(F)F)C2)C(F)(F)F)C(F)(F)F